4-Bromo-5-fluoro-2-nitro-aniline BrC1=CC(=C(N)C=C1F)[N+](=O)[O-]